2-(3-(methylsulfonyl)-4-((1-(methylsulfonyl)piperidin-4-yl)-methoxy)benzyl)isoindoline-5-carboximidamide CS(=O)(=O)C=1C=C(CN2CC3=CC=C(C=C3C2)C(N)=N)C=CC1OCC1CCN(CC1)S(=O)(=O)C